C(CCCCCCC\C=C/CCCC)O z-9-tetradecenol